C1C=CN2C=CC=C12 (E)-1H-pyrrolizine